C1=C(C=CC=2SC3=C(C21)C=C(C=C3)B(O)O)B(O)O dibenzothiophene-2,8-diboronic acid